FC1=C(C(=O)N[C@@H](C(=O)N2CCC3(CC2)C(CN(C(C3)=O)C)C3=CC=C(C=C3)F)C(C)C)C=C(C=C1)C(F)(F)F 2-fluoro-N-((2R)-1-(7-(4-fluorophenyl)-9-methyl-10-oxo-3,9-diazaspiro[5.5]undec-3-yl)-3-methyl-1-oxobutan-2-yl)-5-(trifluoromethyl)benzamide